CC(CC)N(CC(=O)O)C 2-[BUTAN-2-YL(METHYL)AMINO]ACETIC ACID